BrC=1C(=NC(=C(C1)C(C)OCC)C)NC1=C(C(=CC=C1C)OCC1=CC=C(C=C1)OC)C 3-Bromo-5-(1-ethoxyethyl)-N-(3-((4-methoxybenzyl)oxy)-2,6-dimethylphenyl)-6-methylpyridin-2-amine